C(C)OC=1C=C(C=CC1)N1N=C(C=C1C(C(C)(C)C)O)NC1=C(C(=O)[O-])C=C(C=N1)C=1SC=CC1 2-[[1-(3-ethoxyphenyl)-5-(1-hydroxy-2,2-dimethylpropyl)pyrazol-3-yl]amino]-5-(thiophen-2-yl)nicotinate